2-(1-[4-Bromo-1-[(4-chlorophenyl)methyl]-2-[3-(trifluoromethoxy)phenoxy]-1H-imidazol-5-yl]-N-methylformamido)-4-[(tert-butyldimethylsilyl)oxy]butanoic acid methyl ester COC(C(CCO[Si](C)(C)C(C)(C)C)N(C(=O)C1=C(N=C(N1CC1=CC=C(C=C1)Cl)OC1=CC(=CC=C1)OC(F)(F)F)Br)C)=O